N(=C=O)CC=1C=C(C(=O)O)C=CC1 3-(Isocyanatomethyl)benzoic acid